3,3'-(((((2-(4-(2-carboxy-2-(pyrrolidin-3-yl)ethyl)furan-2-yl)acetyl)azanediyl)bis(ethane-2,1-diyl))bis(oxy))bis(3,1-phenylene))bis(2-(pyrrolidin-3-yl)propanoic acid) C(=O)(O)C(CC=1C=C(OC1)CC(=O)N(CCOC=1C=C(C=CC1)CC(C(=O)O)C1CNCC1)CCOC=1C=C(C=CC1)CC(C(=O)O)C1CNCC1)C1CNCC1